C(C)(C)C1=NN(C(=C1N)C(C)C)C1=CC=CC=C1 3,5-diisopropyl-1-phenyl-1H-pyrazol-4-amine